[Li+].FC(C1=C(C(=O)[NH-])C=CC=C1)(F)F 2-trifluoromethyl-benzamide, lithium salt